CN1CCCC1=O 1-methyl-5-oxo-pyrrolidin